C(C)(=O)C1(C(C1)C)C(=O)NC1=CC=C(C=C1)C 1-acetyl-2-methyl-N-(4-methyl-phenyl)cyclopropane-1-formamide